FC1=C(C=CC=C1F)[C@@H]1N(OCC1)C1=CC(=NC=N1)NC=1C(=CC(=C(C1)NC(C=C)=O)N1CCC(CC1)N1CCN(CC1)CC)OC N-(5-((6-((R)-3-(2,3-difluorophenyl)-isoxazolidine-2-yl)pyrimidine-4-yl)amino)-2-(4-(4-ethylpiperazine-1-yl)piperidine-1-yl)-4-methoxyphenyl)acrylamide